C(C)(C)ON=CC ethan-1-one O-isopropyl oxime